C(CC#C)C1(N=N1)CCNC(CCC1=CC2=C(N3C(S2)=NC(=C3)C3=CC=C(C=C3)C(F)(F)F)C=C1)=O N-(2-(3-(but-3-yn-1-yl)-3H-diazirin-3-yl)ethyl)-3-(2-(4-(trifluoromethyl)phenyl)benzo[d]imidazo[2,1-b]thiazol-7-yl)propanamide